C(C=C)(=O)N1CC(CC1)N1N=C(C(=C1NC1CCN(CC1)C)C(=O)N)C#CC1=CC(=CC(=C1)OC)OC 1-(1-acryloylpyrrolidin-3-yl)-3-((3,5-dimethoxyphenyl)ethynyl)-5-((1-methylpiperidin-4-yl)amino)-1H-pyrazole-4-carboxamide